C(C)(C)(C)C1=NC(=CC=C1)C(C)(C)C 2,6-di-tertiary butyl-pyridine